ClC1=CC=2NC(N(C(C2C=N1)=O)C1=CN=CC2=CC=CC=C12)=O 7-chloro-3-(4-isoquinolyl)-1H-pyrido[4,3-d]pyrimidine-2,4-dione